FC(COC=1C(=NC(=NC1OC)NS(=O)(=O)C1=CNC2=C(C(=CC=C12)C)C=1N=NC=CC1)OC)F N-[5-(2,2-difluoroethoxy)-4,6-dimethoxy-pyrimidin-2-yl]-6-methyl-7-pyridazin-3-yl-1H-indole-3-sulfonamide